5-hydroxymethyl-guanosine methylpyridin-2-ylcarbamate CN(C(=O)OC[C@@H]1[C@H]([C@H]([C@@H](O1)N1C=NC2(C(=O)N=C(N)N=C12)CO)O)O)C1=NC=CC=C1